ClC1=CC=C(C=C1)CN1C(=NC=2N(C(CN(C(C21)=O)CCO)=O)C)OC2=CC(=CC=C2)OC(F)(F)F 1-[(4-chlorophenyl)methyl]-7-(2-hydroxyethyl)-4-methyl-2-[3-(trifluoromethoxy)phenoxy]-1H,4H,5H,6H,7H,8H-imidazo[4,5-e][1,4]diazepin-5,8-dione